BrC=1C=C2C=NC(=NC2=CC1)N1C[C@@H]2O[C@H](C1)C2 (1R,5S)-3-(6-bromoquinazolin-2-yl)-6-oxa-3-azabicyclo[3.1.1]heptane